CC=1C=C(CNC)C=CC1 3-methyl-N-methylbenzylamine